(2S,4S,5R,6R)-5-acetamido-2-(benzyloxy)-6-((1R,2R)-1,2-dihydroxy-3-(3-phenoxybenzamido)propyl)-4-hydroxytetrahydro-2H-pyran-2-carboxylic acid C(C)(=O)N[C@@H]1[C@H](C[C@](O[C@H]1[C@@H]([C@@H](CNC(C1=CC(=CC=C1)OC1=CC=CC=C1)=O)O)O)(C(=O)O)OCC1=CC=CC=C1)O